chloropropane CCCCl